IC1=CN=C2N1CCC(C2)C 3-iodo-7-methyl-5,6,7,8-tetrahydroimidazo[1,2-a]pyridine